C(C)O[Si](CCCCSSSSCCCC[Si](OCC)(OCC)OCC)(OCC)OCC bis(4-triethoxysilylbutyl)tetrasulfide